6-((Isobutylamino)methyl)-3-(3-((1s,3s)-3-methyl-1-(4-methyl-4H-1,2,4-triazol-3-yl)cyclobutyl)phenyl)-8-(trifluoromethyl)quinazolin-4(3H)-one C(C(C)C)NCC=1C=C2C(N(C=NC2=C(C1)C(F)(F)F)C1=CC(=CC=C1)C1(CC(C1)C)C1=NN=CN1C)=O